tert-Butyl (2R,5S)-4-(6-chloro-7-(2-fluorophenyl)-1-(2-isopropylphenyl)-2-oxo-1,2-dihydropyrido[2,3-d]pyrimidin-4-yl)-2,5-dimethylpiperazine-1-carboxylate ClC1=CC2=C(N(C(N=C2N2C[C@H](N(C[C@@H]2C)C(=O)OC(C)(C)C)C)=O)C2=C(C=CC=C2)C(C)C)N=C1C1=C(C=CC=C1)F